C-((R)-8-Bromo-2,3-dihydro-benzo[1,4]dioxin-2-yl)-methylamine BrC1=CC=CC2=C1O[C@@H](CO2)CN